cyclopentyl-((2R)-4-(3-(2-cyclopropyl-5-methyl-4-(1-(trifluoromethyl)cyclopropyl)-1H-imidazol-1-yl)-4-fluoro-2-methylbenzyl)-2-methylpiperazin-1-yl)methanone C1(CCCC1)C(=O)N1[C@@H](CN(CC1)CC1=C(C(=C(C=C1)F)N1C(=NC(=C1C)C1(CC1)C(F)(F)F)C1CC1)C)C